disodium 4,4'-bis[{4,6-di-anilino-s-triazin-2-yl}-amino]-2,2'-stilbenedisulfonate N(C1=CC=CC=C1)C1=NC(=NC(=N1)NC1=CC=CC=C1)NC=1C=C(C(=CC1)C=CC=1C(=CC(=CC1)NC1=NC(=NC(=N1)NC1=CC=CC=C1)NC1=CC=CC=C1)S(=O)(=O)[O-])S(=O)(=O)[O-].[Na+].[Na+]